(S)-tert-butyl 3-(6-chloro-8-(3-fluoro-2-(hydroxymethyl)thieno[3,2-b]pyridin-7-yl)-3,4-dihydroquinolin-1(2H)-yl)pyrrolidine-1-carboxylate ClC=1C=C2CCCN(C2=C(C1)C1=C2C(=NC=C1)C(=C(S2)CO)F)[C@@H]2CN(CC2)C(=O)OC(C)(C)C